(3,5-dichloro-4-hydroxyphenyl)(1H-pyrrolo[3,2-c]pyridin-1-yl)methanone ClC=1C=C(C=C(C1O)Cl)C(=O)N1C=CC=2C=NC=CC21